2-(6-(((1r,2r,3s,5s)-2-fluoro-9-azabicyclo[3.3.1]non-3-yl)oxy)pyridazin-3-yl)-5-(1,3,4-oxadiazol-2-yl)phenol F[C@@H]1[C@H]2CCC[C@@H](C[C@@H]1OC1=CC=C(N=N1)C1=C(C=C(C=C1)C=1OC=NN1)O)N2